C(C)(=O)N1CCC2=CC(=CC=C12)S(=O)(=O)N1CCN(CC1)C(=O)NC1=CC(=C(C=C1)C)O 4-((1-acetylindolin-5-yl)sulfonyl)-N-(3-hydroxy-4-methylphenyl)piperazine-1-carboxamide